6-chloro-5'-(5-chloro-2-methylphenyl)-3'-isopropyl-2'-(4-methoxy-6-methylpyridin-3-yl)-3'H-spiro[indoline-3,4'-pyrrolo[3,4-d]imidazole]-2,6'(5'H)-dione ClC1=CC=C2C(=C1)NC(C21N(C(C=2N=C(N(C21)C(C)C)C=2C=NC(=CC2OC)C)=O)C2=C(C=CC(=C2)Cl)C)=O